1-((3aR,5s,6aS)-5-((5-(1-(2,2-difluoroethyl)-2-methyl-1H-imidazo[4,5-b]pyridin-6-yl)-7H-pyrrolo[2,3-d]pyrimidin-2-yl)amino)hexahydrocyclopenta[c]pyrrol-2(1H)-yl)ethan-1-one FC(CN1C(=NC2=NC=C(C=C21)C2=CNC=1N=C(N=CC12)NC1C[C@@H]2[C@@H](CN(C2)C(C)=O)C1)C)F